BrC1=NC(=CC2=C1OCC(O2)C)SCCC(CC(CCCC)CC)=O 1-((5-bromo-2-methyl-2,3-dihydro-[1,4]dioxino[2,3-c]pyridin-7-yl)thio)-5-ethylnonane-3-one